(2R,4R)-1-cyano-N-[2-[(4,4-difluorocyclohexyl)amino]-1-(4-methyl-3-pyridyl)-2-oxo-ethyl]-4-hydroxy-4-methyl-N-[4-(pentafluoro-λ6-sulfanyl)phenyl]pyrrolidine-2-carboxamide C(#N)N1[C@H](C[C@@](C1)(C)O)C(=O)N(C1=CC=C(C=C1)S(F)(F)(F)(F)F)C(C(=O)NC1CCC(CC1)(F)F)C=1C=NC=CC1C